C(CCCCCCC)(=O)OCCC(CCC(CCC(CCCCC)CCS[C@H]1[C@@H](CCCC1)OC(CCCCCCC)=O)NCCCCO[Si](C1=CC=CC=C1)(C1=CC=CC=C1)C(C)(C)C)CCCCC |o1:27,28| 6-((4-((tert-butyldiphenylsilyl)-oxy)butyl)amino)-9-(2-(((1R*,2R*)-2-(octanoyloxy)cyclohexyl)thio)-ethyl)-3-pentyltetradecyl octanoate